4-(4-(tert-butoxycarbonyl)-3,4-dihydro-2H-benzo[b][1,4]oxazin-8-yl)-6-methylnicotinic acid C(C)(C)(C)OC(=O)N1C2=C(OCC1)C(=CC=C2)C2=CC(=NC=C2C(=O)O)C